N-((R)-2,2-difluorocyclopropyl)-6-((2-((3S,4R)-3-fluoro-4-hydroxy-3-methylpiperidin-1-yl)pyrimidin-4-yl)amino)-4-isopropyl-2,7-naphthyridine-1-carboxamide FC1([C@@H](C1)NC(=O)C1=NC=C(C2=CC(=NC=C12)NC1=NC(=NC=C1)N1C[C@]([C@@H](CC1)O)(C)F)C(C)C)F